(R)-N-((S)-1'-(8-iodoimidazo[1,2-C]pyrimidin-5-yl)-5,7-dihydrospiro[cyclopenta[b]pyridin-6,4'-piperidin]-5-yl)-2-methylpropane-2-sulfinamide IC=1C=2N(C(=NC1)N1CCC3(CC1)[C@@H](C=1C(=NC=CC1)C3)N[S@](=O)C(C)(C)C)C=CN2